CC1=C(C(=O)P(C2=C(C=C(C=C2)OCCCCCC)OCCCCCC)(C(C2=C(C=C(C=C2C)C)C)=O)=O)C(=CC(=C1)C)C bis(2,4,6-trimethylbenzoyl)-2,4-dihexyloxyphenylphosphine oxide